NC1=NC=C(C=N1)C1=NC2=CC=CC=C2C(=C1C#N)NC(C)C1=CC=CC=C1 (2-aminopyrimidin-5-yl)-4-(1-phenylethylamino)quinoline-3-carbonitrile